1-(7-(8-ethyl-7-fluoronaphthalen-1-yl)-8-fluoro-2-(((2R,7aS)-2-fluorohexahydro-1H-pyrrolizin-7a-yl)methoxy)pyrido[4,3-d]pyrimidin-4-yl)-3-methylpiperidin-3-ol C(C)C=1C(=CC=C2C=CC=C(C12)C1=C(C=2N=C(N=C(C2C=N1)N1CC(CCC1)(O)C)OC[C@]12CCCN2C[C@@H](C1)F)F)F